Cl.NC(C(=O)N1CCN(CC1)C(=O)NC1=NC(N(C=C1)C1=CC=2CC(CCC2C=C1)N1CCC(CCC1)N)=O)(C)C 4-(2-Amino-2-methylpropanoyl)-N-(1-(7-(4-aminoazepan-1-yl)-5,6,7,8-tetrahydronaphthalen-2-yl)-2-oxo-1,2-dihydropyrimidin-4-yl)piperazine-1-carboxamide hydrochloride salt